benzyl ((1r,4r)-4-(2-oxo-3-(3-(trifluoromethoxy)cyclobutyl)imidazolidin-1-yl)cyclohexyl)carbamate O=C1N(CCN1C1CC(C1)OC(F)(F)F)C1CCC(CC1)NC(OCC1=CC=CC=C1)=O